C(C)(=O)C=1C=CC=2C=CC3=CC=CC=C3C2C1 3-acetylphenanthrene